4-(1-methylindol-3-yl)pyrimidine-5-carbonitrile CN1C=C(C2=CC=CC=C12)C1=NC=NC=C1C#N